C(#C)C1=C2C(=CC(=CC2=CC=C1)O)C1=C(C=2N=C(N=C(C2C=N1)N1CC2(CN2)CC1)OCC12CCCN2CCC1)F 5-ethynyl-4-(8-fluoro-4-(1,5-diazaspiro[2.4]heptan-5-yl)-2-((tetrahydro-1H-pyrrolizin-7a(5H)-yl)methoxy)pyrido[4,3-d]pyrimidin-7-yl)naphthalen-2-ol